COC1=CC=C(C=C1)/C=C/C(=O)C=1C=CC2=C(C=CC(O2)(C)C)C1O (E)-3-(4-methoxyphenyl)-1-(5-hydroxy-2,2-dimethyl-2H-benzopyran-6-yl)prop-2-en-1-one